BrC1=CN=C(S1)N1CCC(CC1)CO [1-(5-bromothiazol-2-yl)piperidin-4-yl]methanol